BrC1=C(C(=C(C(=C1)F)CC(=O)O)F)O 2-(4-bromo-2,6-difluoro-3-hydroxy-phenyl)acetic acid